C(C)(C)(C)C1=CC(=CC(=C1O)C(C)(C)C)C 2,6-di-t-butyl-para-cresol